Cl.[Si] silicon, hydrochloride